(S or R)-2-(3-(2-(5-fluoro-thiophen-2-yl)ethyl)-1-(2-(6-methylpyridin-3-yl)propan-2-yl)pyrrolidin-3-yl)propan-2-amine FC1=CC=C(S1)CC[C@]1(CN(CC1)C(C)(C)C=1C=NC(=CC1)C)C(C)(C)N |o1:8|